CN(C)CC1OCCN(C1)C=1C=C(C=CC1)N1C=NC(=C1)NC=1N=CC(=NC1)C#N 5-((1-(3-(2-((Dimethylamino)methyl)morpholino)phenyl)-1H-imidazol-4-yl)amino)pyrazine-2-carbonitrile